N-(4-([1,2,4]triazolo[1,5-c]pyrimidin-7-yloxy)-3-methylphenyl)-6-cyclopropoxy-5-((1R,5R)-2-methyl-2,6-diazabicyclo[3.2.0]heptan-6-yl)quinazolin-4-amine N=1C=NN2C=NC(=CC21)OC2=C(C=C(C=C2)NC2=NC=NC1=CC=C(C(=C21)N2[C@@H]1CCN([C@@H]1C2)C)OC2CC2)C